NC1CCN(CC1)C1=CC(=C(N=N1)C1=CC2=C(N(N=N2)C)C=C1)C1=CC=C(C#N)C=C1 4-(6-(4-aminopiperidin-1-yl)-3-(1-methyl-1H-benzo[d][1,2,3]triazol-5-yl)pyridazin-4-yl)benzonitrile